BrC1=CN=C(N=N1)N[C@H]1[C@H]([C@@H]2CC[C@H](C1)N2C(=O)OC(C)(C)C)F |r| (±)-tert-butyl (1S,2R,3R,5R)-3-[(6-bromo-1,2,4-triazin-3-yl)amino]-2-fluoro-8-azabicyclo[3.2.1]octane-8-carboxylate